Cl.CN(CCOC1=CC=C(C(=O)NC2=C3C=CN=CC3=CC(=C2)OC)C=C1)C 4-(2-(dimethylamino)ethoxy)-N-(7-methoxyisoquinolin-5-yl)benzamide hydrochloride